OCC1=CC(=C2N=CC(=NC2=C1)OC)B(O)O (7-(hydroxymethyl)-2-methoxyquinoxalin-5-yl)boronic acid